3,5-di-tert-butyl-4-hydroxy-benzoic acid hexadecyl ester C(CCCCCCCCCCCCCCC)OC(C1=CC(=C(C(=C1)C(C)(C)C)O)C(C)(C)C)=O